4-(5,6-dihydroimidazo[1,2-a]pyrazin-7(8H)-yl)-2-[(3R)-3-methylmorpholin-4-yl]-8-(1H-pyrazol-5-yl)-1,7-naphthyridine N=1C=CN2C1CN(CC2)C2=CC(=NC1=C(N=CC=C21)C2=CC=NN2)N2[C@@H](COCC2)C